C(CCCCCCCCCCCCCCC)(=O)OCC(COC(CCCCCCCCCCCCCCC)=O)OC(CCCCC(=O)N1C=C(C2=CC=CC=C12)CCN(C)C)=O 2-((6-(3-(2-(dimethylamino)ethyl)-1H-indol-1-yl)-6-oxohexanoyl)oxy)propane-1,3-diyl dipalmitate